rac-Ethyl 2-(7-chloro-6-(4-(1-(2-fluoropropyl)piperidin-4-yl)phenyl)-4-methyl-2H-indazol-2-yl)-2-((R)-6-fluoro-6,7-dihydro-5H-pyrrolo[1,2-c]imidazol-1-yl)acetate ClC1=C(C=C(C2=CN(N=C12)C(C(=O)OCC)C1=C2N(C=N1)C[C@@H](C2)F)C)C2=CC=C(C=C2)C2CCN(CC2)CC(C)F